ClC1=C(C=CC=C1)CC(=O)NC1=CC(=C(C=C1)COC1=NN(C(=C1Cl)Cl)C)S(N)(=O)=O 2-(2-chlorophenyl)-N-(4-(((4,5-dichloro-1-methyl-1H-pyrazol-3-yl)oxy)methyl)-3-sulfamylphenyl)acetamide